((2-aminopyridin-4-yl)methoxy)-5-(2-methyl-5-(trifluoromethyl)-1,2,3,4-tetrahydroisoquinolin-7-yl)pyrazin-2-amine NC1=NC=CC(=C1)COC=1C(=NC=C(N1)C1=CC(=C2CCN(CC2=C1)C)C(F)(F)F)N